N[C@H](C#N)CC1=C(C=C(C=C1)C1=CC=C(C=C1)CN1CCN(CC1)C)F (S)-2-amino-3-(3-fluoro-4'-((4-methylpiperazin-1-yl)methyl)-[1,1'-biphenyl]-4-yl)propanenitrile